(2,2,2-trifluoroethyl) (perfluorophenyl) disulfide FC1=C(C(=C(C(=C1F)F)F)F)SSCC(F)(F)F